(S)-4-((1-(4-chloro-1-oxo-2-phenyl-8-(thiazol-5-ylethynyl)-1,2-dihydroisoquinolin-3-yl)ethyl)amino)pyrido[2,3-d]pyrimidin-5(8H)-one ClC1=C(N(C(C2=C(C=CC=C12)C#CC1=CN=CS1)=O)C1=CC=CC=C1)[C@H](C)NC=1C2=C(N=CN1)NC=CC2=O